FC1=CC(=C(C=C1C1=CN=NC(=C1)OC)O)C=1N=NC(=CC1)N1C[C@@H](CC1)NC1(CCC1)C 4-fluoro-5-(6-methoxypyridazin-4-yl)-2-{6-[(3R)-3-[(1-methylcyclobutyl)amino]pyrrolidin-1-yl]pyridazin-3-yl}phenol